NC=1C2=C(N=CN1)N(C=C2C2=CC=C(C=C2)NC(=O)C2=NN(C=C(C2=O)C2=CC=C(C=C2)F)C(C)C)C(C(F)(F)F)C N-(4-(4-amino-7-(2,2,2-trifluoro-1-methylethyl)-7H-pyrrolo[2,3-d]pyrimidin-5-yl)phenyl)-5-(4-fluorophenyl)-1-isopropyl-4-oxo-1,4-dihydropyridazine-3-carboxamide